F[C@]1(CC=CCC1)C(=O)O |r| (rac)-1-fluorocyclohex-3-enecarboxylic acid